BrC=1C=C(N)C=CC1C=1C(=NN(C1)CC)C(F)(F)F 3-bromo-4-(1-ethyl-3-(trifluoromethyl)-1H-pyrazol-4-yl)aniline